rel-(1R,2R,3S)-3-(5-bromo-6-methoxy-2H-indazol-2-yl)-2-methylcyclohexan-1-ol BrC1=CC2=CN(N=C2C=C1OC)[C@@H]1[C@H]([C@@H](CCC1)O)C |o1:12,13,14|